2-(1-((2-((2-(1,4-diazepan-1-yl)pyrimidin-5-yl)oxy)-6-(3,5-dichlorophenyl)pyridin-4-yl)methyl)piperidin-4-yl)acetic acid N1(CCNCCC1)C1=NC=C(C=N1)OC1=NC(=CC(=C1)CN1CCC(CC1)CC(=O)O)C1=CC(=CC(=C1)Cl)Cl